NC1=C2C(NC(C2=CC=C1)=O)=O 4-AMINOISOINDOLINE-1,3-DIONE